3-bromo-N-(tert-butyl)-6-chloropicolinamide BrC=1C(=NC(=CC1)Cl)C(=O)NC(C)(C)C